3-((6-methoxy-7-(3-(piperidin-1-yl)propoxy)-2-(pyrrolidin-1-yl)quinazolin-4-yl)amino)tetrahydro-2H-thiopyran 1,1-dioxide COC=1C=C2C(=NC(=NC2=CC1OCCCN1CCCCC1)N1CCCC1)NC1CS(CCC1)(=O)=O